BrC=1C=CC2=C(N=C(O2)NC[C@H]2CN(CC2)C(=O)OC(C)(C)C)C1 Tert-butyl (S)-3-(((5-bromobenzo[d]oxazol-2-yl)amino)methyl)pyrrolidine-1-carboxylate